di(2-(acryloyloxy) ethyl) phosphate P(=O)(OCCOC(C=C)=O)(OCCOC(C=C)=O)[O-]